1-chloro-4-methylpyridin ClN1CC=C(C=C1)C